ethyl 8-bromo-3-formylimidazo[1,2-a]pyridine-2-carboxylate BrC=1C=2N(C=CC1)C(=C(N2)C(=O)OCC)C=O